(5-(3-chloro-4-cyclopropylphenyl)-4,7-dimethyl-2,3-dihydro-1H-inden-1-yl)-3-methylazetidin-3-ol ClC=1C=C(C=CC1C1CC1)C=1C(=C2CCC(C2=C(C1)C)N1CC(C1)(O)C)C